C(N)(=N)C=1C=C(SC1)CNC(=O)[C@H]1N([C@H]2C[C@]2(C1)C)C(CNC(CCCOC1=CC=C(C=C1)S(=O)(=N)C)=O)=O (1S,3S,5S)-N-((4-carbamimidoylthiophen-2-yl)methyl)-5-methyl-2-((4-(4-(S-methylsulfonimidoyl)phenoxy)butanoyl)glycyl)-2-azabicyclo[3.1.0]hexane-3-carboxamide